C(C=C)(=O)N1CCN(CC1)C1=NC(N2C3=C(C(=C(C=C13)C(F)(F)F)C1=CC(=C(C=C1)F)Cl)SCC1(COC1)C2)=O 8-(4-acryloylpiperazin-1-yl)-11-(3-chloro-4-fluorophenyl)-10-(trifluoromethyl)-2H-spiro[[1,4]thiazepino[2,3,4-ij]quinazoline-3,3'-oxetan]-6(4H)-one